FC1=C(OC=2N=C(SC2C2=NC(=NC=C2)N[C@@H]2CN(C[C@H](C2)F)C(=O)OC(C)(C)C)C)C=CC(=C1F)NS(=O)(=O)C1(CC1)F tert-butyl (3S,5S)-3-[[4-[4-[2,3-difluoro-4-[(1-fluorocyclopropyl)sulfonylamino]phenoxy]-2-methyl-thiazol-5-yl]pyrimidin-2-yl]amino]-5-fluoro-piperidine-1-carboxylate